C(#N)C1=CC=C(C=C1)C1=CC=C2C(=N1)C1(C(O2)C(C(C1(C)O)C(=O)N(C)C)C1=CC=CC=C1)O (4-cyanophenyl)-8,8a-dihydroxy-N,N,8-trimethyl-6-phenyl-5a,7,8,8a-tetrahydro-6H-cyclopenta[4,5]furo[3,2-b]pyridine-7-carboxamide